NC=1C(=C(C(=O)O)C=C(C1)N)CCOCCOC1=CC=C(C=C1)C=CC(=O)C1=CC=C(C=C1)F 3,5-Diamino-2-[2-[2-[4-[3-(4-fluorophenyl)-3-oxoprop-1-enyl]phenoxy]ethoxy]ethyl]benzoic acid